ClC1=C(C(=O)O)C=CC(=C1)O[C@H]1CN(CCC1)[C@@]1(C(NC2=C(C=C(C=C12)F)NCC)=O)C 2-chloro-4-[[(3R)-1-[(3S)-7-(ethylamino)-5-fluoro-3-methyl-2-oxo-indolin-3-yl]-3-piperidyl]oxy]benzoic acid